O1CCC2=C1C=C(C=C2)NC(OC2=CC=CC=C2)=O phenyl (2,3-dihydrobenzofuran-6-yl)carbamate